N-(5-((5-chloro-4-((2-(dimethylphosphoryl)phenyl)amino)pyrimidin-2-yl)amino)-4-methoxy-2-(4-(4-methylpiperazin-1-yl)piperidin-1-yl)phenyl)acetamide ClC=1C(=NC(=NC1)NC=1C(=CC(=C(C1)NC(C)=O)N1CCC(CC1)N1CCN(CC1)C)OC)NC1=C(C=CC=C1)P(=O)(C)C